FC(C1=NC(=NC(=N1)C(F)(F)F)N1C(C=2NC3=CC=C(C=C3C2CC1)Cl)CC(OC)OC)(F)F 2-(4,6-bis(trifluoromethyl)-1,3,5-triazin-2-yl)-6-chloro-1-(2,2-dimethoxyethyl)-2,3,4,9-tetrahydro-1H-pyrido[3,4-b]indole